ClC1=NC=C(C(=N1)NCC1CCN(CC1)C=1N(C=C(N1)C(F)(F)F)C)OC 2-chloro-5-methoxy-N-((1-(1-methyl-4-(trifluoromethyl)-1H-imidazol-2-yl)piperidin-4-yl)methyl)pyrimidin-4-amine